5-[[4-(3-butylhept-2-enoxy)-4-oxo-butyl]amino]-4-(9H-fluoren-9-ylmethoxycarbonylamino)-5-oxo-pentanoic acid C(CCC)C(=CCOC(CCCNC(C(CCC(=O)O)NC(=O)OCC1C2=CC=CC=C2C=2C=CC=CC12)=O)=O)CCCC